FC=1C=C(C=C(C1C)NC(\C=C\C1=CC=C2C(=NNC2=C1)F)=O)CCC(=O)O (E)-3-(3-fluoro-5-(3-(3-fluoro-1H-indazol-6-yl)acrylamido)-4-methylphenyl)propanoic acid